ClC1=C(C2=C(C3=C(N=C(N(C3=O)CC3=CN=CO3)C3=C(C=C(C=C3)OCC)C3CC3)S2)C=C1)O 7-chloro-2-(2-cyclopropyl-4-ethoxyphenyl)-8-hydroxy-3-(oxazol-5-ylmethyl)benzo[4,5]thieno[2,3-d]pyrimidin-4(3H)-one